N-ditert-butoxyphosphanyl-N-ethyl-ethanamine C(C)(C)(C)OP(N(CC)CC)OC(C)(C)C